OC/C=C/C(=O)OCC ethyl (E)-4-hydroxybut-2-enoate